(1RS,3SR,4SR)-5'-bromo-4'-chloro-4-(1H-1,2,3-triazol-1-yl)-1',2'-dihydrospiro[cyclopentane-1,3'-pyrrolo[2,3-b]pyridin]-3-ol BrC=1C(=C2C(=NC1)NC[C@]21C[C@@H]([C@H](C1)N1N=NC=C1)O)Cl |r|